(Z)-11-tridecylacetate CCCCCCCCCCC(CC)CC(=O)[O-]